FC1=CC=C(C=C1)N(C(CCC)=O)C1=NC=CC(=C1)[N+](=O)[O-] N-(4-fluorophenyl)-N-(4-nitropyridin-2-yl)butyramide